methyl (S)-3-amino-3-(6-(difluoromethyl)-4-(2,6-dimethylphenyl)pyridin-2-yl)propanoate N[C@@H](CC(=O)OC)C1=NC(=CC(=C1)C1=C(C=CC=C1C)C)C(F)F